CC=1C(=CSC1)CCC(=O)Cl 3-(4-methylthiophen-3-yl)propanoyl chloride